C(C(C)(C)C)N(C1=NC=2N(C3=CC=CC=C13)C=NN2)C2=CC=CC=C2 N-Neopentyl-N-Phenyl-[1,2,4]triazolo[4,3-a]quinazolin-5-amine